2-(morpholine-4-carboyl)acrylic acid N1(CCOCC1)C(=O)C(C(=O)O)=C